5-(3-methylphenyl)-4H-[1,2,4]-triazole-3-thiol CC=1C=C(C=CC1)C=1NC(=NN1)S